4-(6-(2,5-Difluorophenyl)-6-(1-methyl-2-oxo-1,2-dihydropyridin-3-yl)hex-1,3-diyn-1-yl)-1-(2-(dimethylamino)ethyl)-1H-pyrrole FC1=C(C=C(C=C1)F)C(CC#CC#CC=1C=CN(C1)CCN(C)C)C=1C(N(C=CC1)C)=O